trimethyl-[2-[(2-nitroimidazol-1-yl)methoxy]ethyl]silane C[Si](CCOCN1C(=NC=C1)[N+](=O)[O-])(C)C